(3S,4S)-8-(5-((7-chloro-2-((tetrahydrofuran-3-yl)oxy)-1H-benzo[d]imidazol-6-yl)thio)pyrazin-2-yl)-3-methyl-2-oxa-8-azaspiro[4.5]decan-4-amine ClC1=C(C=CC2=C1NC(=N2)OC2COCC2)SC=2N=CC(=NC2)N2CCC1([C@@H]([C@@H](OC1)C)N)CC2